1-((R)-3,3-difluoro-4-((5-(1-((S)-2-fluoropropyl)-1H-benzo[d][1,2,3]triazol-6-yl)-4-methoxypyrrolo[2,1-f][1,2,4]triazin-2-yl)amino)piperidin-1-yl)ethan-1-one FC1(CN(CC[C@H]1NC1=NN2C(C(=N1)OC)=C(C=C2)C=2C=CC1=C(N(N=N1)C[C@H](C)F)C2)C(C)=O)F